2-(4-chlorophenyl)-4-(4-phenoxybenzyl)oxazole ClC1=CC=C(C=C1)C=1OC=C(N1)CC1=CC=C(C=C1)OC1=CC=CC=C1